[Li].C1(=CC=CC=C1)[Cu] phenylcopper lithium